tert-Butyl N-[3-[5-[(8-fluoro-2-methyl-imidazo[1,2-a]pyridin-6-yl)carbamoyl]pyrazin-2-yl]-3-azabicyclo[3.1.0]hexan-1-yl]carbamate FC=1C=2N(C=C(C1)NC(=O)C=1N=CC(=NC1)N1CC3(CC3C1)NC(OC(C)(C)C)=O)C=C(N2)C